N1(N=CN=C1)C1=CC=C(CN(CCC2=CC=C(C=C2)NC(=O)C2=C(C=C(C(=C2)OC)OC)NC(=O)C=2OC3=CC=CC=C3C(C2)=O)CC)C=C1 N-(2-((4-(2-((4-(1H-1,2,4-Triazol-1-yl)benzyl)(ethyl)amino)ethyl)phenyl)carbamoyl)-4,5-dimethoxyphenyl)-4-oxo-4H-chromene-2-carboxamide